2-benzyl 1-tert-butyl (4R)-4-[tert-butoxycarbonyl(methyl)amino]-2-[4-(4,4,5,5-tetramethyl-1,3,2-dioxaborolan-2-yl)butyl]pyrrolidine-1,2-dicarboxylate C(C)(C)(C)OC(=O)N([C@@H]1CC(N(C1)C(=O)OC(C)(C)C)(C(=O)OCC1=CC=CC=C1)CCCCB1OC(C(O1)(C)C)(C)C)C